N-(3''-fluoro-5''-methoxy-2,2'-dimethyl-4''-((oxetan-3-ylamino)methyl)-[1,1':3',1''-terphenyl]-3-yl)-1-methyl-2-oxo-1,2-dihydropyridine-3-carboxamide FC=1C=C(C=C(C1CNC1COC1)OC)C=1C(=C(C=CC1)C1=C(C(=CC=C1)NC(=O)C=1C(N(C=CC1)C)=O)C)C